(2-Fluoro-6-(methoxymethoxy)-8-(4,4,5,5-tetramethyl-1,3,2-dioxaborolan-2-yl)naphthalen-1-yl)acetylene FC1=C(C2=C(C=C(C=C2C=C1)OCOC)B1OC(C(O1)(C)C)(C)C)C#C